tert-butyl N-[[1-[5-(2,6-dibenzyloxy-3-pyridyl)-3-fluoro-2-pyridyl]-4-hydroxy-4-piperidyl]methyl]carbamate C(C1=CC=CC=C1)OC1=NC(=CC=C1C=1C=C(C(=NC1)N1CCC(CC1)(O)CNC(OC(C)(C)C)=O)F)OCC1=CC=CC=C1